O([C@@H]1[C@@H](O)[C@@H](O)[C@H](O)[C@H](O1)CO)CC ethyl α-D-mannopyranoside